3-pentyloctyl 8-((3-aminopropyl)(8-oxo-8-((3-propylhexyl)oxy)octyl)amino)octanoate NCCCN(CCCCCCCC(=O)OCCC(CCCCC)CCCCC)CCCCCCCC(OCCC(CCC)CCC)=O